(S)-4-amino-N-(2-((2-methylpyrrolidin-1-yl)methyl)-1H-benzo[d]imidazol-5-yl)benzamide NC1=CC=C(C(=O)NC2=CC3=C(NC(=N3)CN3[C@H](CCC3)C)C=C2)C=C1